ClC1=C(C(=O)OC(C)(C)C)C(=C(C(=N1)Cl)F)NC(=O)NC(C(Cl)(Cl)Cl)=O tert-Butyl 2,6-dichloro-5-fluoro-4-(3-(2,2,2-trichloroacetyl)ureido)nicotinate